(E)-N-(2-(3-(3-chloro-2-fluoro-6-(1H-tetrazole-1-yl)phenyl)acryloyl)-1,2,3,4-tetrahydroisoquinoline-5-yl)-2-methoxy-N-methylacetamide ClC=1C(=C(C(=CC1)N1N=NN=C1)/C=C/C(=O)N1CC2=CC=CC(=C2CC1)N(C(COC)=O)C)F